C1(CC1)C1=NC(=CC=C1O[C@@H]1C[C@H](CCC1)C(=O)O)C=1N=NN(C1COC(N(CC(F)(F)F)C)=O)C (1S,3S)-3-((2-cyclopropyl-6-(1-methyl-5-(((methyl(2,2,2-trifluoroethyl)carbamoyl)oxy)methyl)-1H-1,2,3-triazol-4-yl)pyridin-3-yl)oxy)cyclohexane-1-carboxylic acid